(1aR,5aR)-2-(2,4-Difluoro-phenyl)-1a,2,5,5a-tetrahydro-1H-2,3-diaza-cyclopropa[a]pentalene-4-carboxylic acid (1-o-tolyl-cyclobutyl)-amide C1(=C(C=CC=C1)C1(CCC1)NC(=O)C=1C=2C[C@@H]3[C@H](C2N(N1)C1=C(C=C(C=C1)F)F)C3)C